(R)-N-(4-(3-aminopyrrolidin-1-yl)quinazolin-7-yl)acrylamide trifluoroacetate FC(C(=O)O)(F)F.N[C@H]1CN(CC1)C1=NC=NC2=CC(=CC=C12)NC(C=C)=O